C(C1=CC=CC=C1)(=O)C1=CC=C(C=C1)N1CC(N(C2(CN(C2)C(=O)NC)C1=O)CC1=CC=C(C=C1)C(F)(F)F)=O 8-(4-benzoylphenyl)-N-methyl-6,9-dioxo-5-(4-(trifluoromethyl)benzyl)-2,5,8-triazaspiro[3.5]nonane-2-carboxamide